N-(2-(2-(dimethylamino)ethoxy)-5-(4-(4-((6-(trifluoromethyl)pyridazin-3-yl)oxy)phenyl)piperidine-1-carbonyl)phenyl)-1-phenylmethanesulfonamide CN(CCOC1=C(C=C(C=C1)C(=O)N1CCC(CC1)C1=CC=C(C=C1)OC=1N=NC(=CC1)C(F)(F)F)NS(=O)(=O)CC1=CC=CC=C1)C